C(C1=CC=CC=C1)OC(=O)NCC1CC(NC1)C(=O)[O-] 4-((((benzyloxy)carbonyl)amino)methyl)pyrrolidine-2-carboxylate